3-[4-(4-amino-piperidin-1-yl)-3-(3,5-difluoro-phenyl)-quinolin-6-yl]-2-hydroxybenzonitrile NC1CCN(CC1)C1=C(C=NC2=CC=C(C=C12)C=1C(=C(C#N)C=CC1)O)C1=CC(=CC(=C1)F)F